CC(CC(CCOC)OC)(C)CC(C)C 2-methyl-2-isobutyl-propyl-1,3-dimethoxypropane